2-([1-[(2-Chlorophenyl)methyl]-5-[3-(cyclobutoxy)phenyl]1H-pyrazol-3-yl]methoxy)-2-methylpropanoic acid ClC1=C(C=CC=C1)CN1N=C(C=C1C1=CC(=CC=C1)OC1CCC1)COC(C(=O)O)(C)C